2-(Ethoxymethyl)-1-(2-isopropoxyethyl)-9-methoxy-1H-imidazo[4,5-c]quinolin-4-amine C(C)OCC=1N(C2=C(C(=NC=3C=CC=C(C23)OC)N)N1)CCOC(C)C